CC1=NC(=NO1)C1=CC=C2C=CN=C(C2=C1)NCCC(=O)NC=1C=C(C(=O)OCC)C=CC1NC ethyl 3-(3-[[7-(5-methyl-1,2,4-oxadiazol-3-yl)isoquinolin-1-yl]amino]propanamido)-4-(methylamino)benzoate